C(C)(=O)O.C(CCCCCCCCCCCCCCCCC)N(C)C stearyl-dimethylamine acetate